N1=CC=C(C=C1)C#CC1=CC=C(C=C1)C#CC1=CC=NC=C1 4-(2-{4-[2-(pyridin-4-yl)ethynyl]phenyl}ethynyl)pyridine